3-[3-(trifluoromethyl)-1-bicyclo[1.1.1]pentanyl]urea FC(C12CC(C1)(C2)NC(N)=O)(F)F